C(C1=CC=CC=C1)OC(=O)C1CC(C1)C(CC1=NC2=NC=CC=C2C=C1)NS(=O)(=O)C1=CC=C(C=C1)C 3-(1-(4-methylphenylsulfonamido)-2-(1,8-naphthyridin-2-yl)ethyl)cyclobutanecarboxylic acid benzyl ester